N1=C(N=CC=C1)C=CN1CCOCC1 4-[2-pyrimidin-2-yl-vinyl]Morpholine